n-hexane citrate C(CC(O)(C(=O)O)CC(=O)O)(=O)O.CCCCCC